N=1N(N=CC1)C1=CC=C(C=C1)C=CC1=CC=C(C=C1)N1N=CC=N1 4,4'-bis-(1,2,3-triazol-2-yl)-stilbene